2-(2-(3,4-dimethoxyphenyl)-3-isopropyl-1H-indol-5-yl)-5-methyl-1,3,4-oxadiazole COC=1C=C(C=CC1OC)C=1NC2=CC=C(C=C2C1C(C)C)C=1OC(=NN1)C